C(C)(=O)O.C(C)(=O)O.C(C)(=O)O.C(C)(=O)O.COC Methyl Ether Tetraacetate